ethyl 2-((benzyl(2-ethoxy-2-oxoethyl)amino)methyl)-4-(trifluoromethyl)benzoate C(C1=CC=CC=C1)N(CC(=O)OCC)CC1=C(C(=O)OCC)C=CC(=C1)C(F)(F)F